FC1=CC(=C(OCC=2C=CC=C3C=NNC23)C=C1[N+](=O)[O-])OC 7-(4-fluoro-2-methoxy-5-nitrophenoxymethyl)-1H-indazole